2-((6-(propylsulfonyl)pyrimidin-4-yl)amino)-9-(5,6,7,8-tetrahydro-1,8-naphthyridin-2-yl)nonanoic acid C(CC)S(=O)(=O)C1=CC(=NC=N1)NC(C(=O)O)CCCCCCCC1=NC=2NCCCC2C=C1